NC=1N=C(SC1C(C1=CC=CC=C1)=O)N(C1=C(C=C(C=C1)F)Br)C(C(=O)N)C (N-(4-amino-5-benzoyl-thiazol-2-yl)-2-bromo-4-fluoro-anilino)propanamide